C(CCCCCCCCCCCCC)C(C(=O)[O-])(CCCCCCCCCC\C=C/CCCCCCCC)CCCCCCCCCCCC\C=C/CCCCCCCC myristyl-erucyl-erucate